6-chloro-8-(2,4-difluorophenyl)-3-methylpyrimido[5,4-d]pyrimidin-4(3H)-one ClC=1N=C(C=2N=CN(C(C2N1)=O)C)C1=C(C=C(C=C1)F)F